5-(2-(1H-indol-3-yl)ethyl)-5,6,7,8-tetrahydro-[1,3]dioxolo[4,5-g]isoquinoline N1C=C(C2=CC=CC=C12)CCC1NCCC=2C=C3C(=CC12)OCO3